Ethyl (2E)-3-(3-pyridinyl)-2-propenoate N1=CC(=CC=C1)/C=C/C(=O)OCC